butyl-N'-(3-oxotetrahydropyran-4-yl)oxamide C(CCC)NC(=O)C(=O)NC1C(COCC1)=O